C(C=C)(=O)N=C=O acrylic acid isocyanate